acryloxyundecyltribromosilane C(C=C)(=O)OCCCCCCCCCCC[Si](Br)(Br)Br